1-methylcyclohexanecarboxylic acid ethyl ester C(C)OC(=O)C1(CCCCC1)C